C(CCCCCCC)C1N2C(OCC2(CO1)C)CCCCCCCC 1-Aza-3,7-dioxa-2,8-dioctyl-5-methyl-bicyclo[3.3.0]octan